tert-butyl N-cyclopropyl-N-[[(3S)-1-[5-[(7-fluoro-6-methoxy-2-methyl-indazol-5-yl)carbamoyl]pyrazin-2-yl]pyrrolidin-3-yl]methyl]carbamate C1(CC1)N(C(OC(C)(C)C)=O)C[C@@H]1CN(CC1)C1=NC=C(N=C1)C(NC1=CC2=CN(N=C2C(=C1OC)F)C)=O